(4-tert-butylcyclohexyl)(trimethyl)silane C(C)(C)(C)C1CCC(CC1)[Si](C)(C)C